7-((2-cyclopropyl-2-oxoethyl)amino)-2-(4-methoxybenzyl)phthalazin-1(2H)-one C1(CC1)C(CNC1=CC=C2C=NN(C(C2=C1)=O)CC1=CC=C(C=C1)OC)=O